N1=C(NC2=C1C=CC=C2)C=2C(OC1=CC(=CC=C1C2)N(C(C)(C)C)C(C)(C)C)=O 3-(2-benzimidazolyl)-7-(di-tert-butylamino)coumarin